1-(6-fluoropyridin-3-yl)-3-(4-methoxybenzyl)dihydropyrimidine-2,4(1H,3H)-dione FC1=CC=C(C=N1)N1C(N(C(CC1)=O)CC1=CC=C(C=C1)OC)=O